C(C(=C)C)(=O)OCC#C prop-2-ynyl methacrylate